(4R)-4-cyano-4-methyl-N-[(2-phenylthiazolo[5,4-c]pyridin-6-yl)methyl]isochroman-6-carboxamide ethyl-2-(4-(difluoromethoxy)-3-(pyridin-2-yl)phenyl)-4-methylpyrimidine-5-carboxylate C(C)OC(=O)C=1C(=NC(=NC1)C1=CC(=C(C=C1)OC(F)F)C1=NC=CC=C1)C.C(#N)[C@@]1(COCC2=CC=C(C=C12)C(=O)NCC1=CC2=C(C=N1)SC(=N2)C2=CC=CC=C2)C